BrC1=C(C=CC=C1)C1=C(C=CC=C1)Br 2,2'-dibromobiphenyl